CC1=NN2C(C(=CC(=C2)C[C@@H]2CC[C@H](CC2)C(=O)N2OCC[C@H]2C2=NC(=CN=C2)C)C)=N1 trans-[4-[(2,8-dimethyl-[1,2,4]triazolo[1,5-a]pyridin-6-yl)methyl]cyclohexyl]-[(3S)-3-(6-methylpyrazin-2-yl)isoxazolidin-2-yl]methanone